2,5-dihydro-3,6-diphenyl-pyrrolo[3,4-C]pyrrole-1,4-dione C1(=CC=CC=C1)C=1NC(C2=C(NC(C21)=O)C2=CC=CC=C2)=O